1-(7-(4-amino-7-cyclopropyl-7H-pyrrolo[2,3-d]pyrimidin-5-yl)benzo[c][1,2,5]oxadiazol-4-yl)-3-(3-(tert-butyl)isoxazol-5-yl)urea NC=1C2=C(N=CN1)N(C=C2C2=CC=C(C=1C2=NON1)NC(=O)NC1=CC(=NO1)C(C)(C)C)C1CC1